2-(3-methoxypyridin-2-yl)acetic acid COC=1C(=NC=CC1)CC(=O)O